C(#N)C=1C(=NC(=CC1C(F)(F)F)C(F)(F)F)N1C(CCC1)C(=O)N(C)C1=CC=C(C=C1)F 1-(3-cyano-4,6-bis(trifluoromethyl)pyridin-2-yl)-N-(4-fluorophenyl)-N-methylpyrrolidine-2-carboxamide